3-(4-(Pyrazolo[1,5-b]pyridazin-3-yl)-1H-pyrrolo[2,3-b]pyridin-2-yl)propan-1-amine N1=CC(=C2N1N=CC=C2)C2=C1C(=NC=C2)NC(=C1)CCCN